6-fluoro-5-methyl-4-(4,4,5,5-tetramethyl-1,3,2-dioxaborolan-2-yl)-1H-indazole FC1=C(C(=C2C=NNC2=C1)B1OC(C(O1)(C)C)(C)C)C